C(C)OC=1C=C(C=CC1O)CCC(C)=O 4-(3-ethoxy-4-hydroxyphenyl)-2-butanone